1-[5-tert-butyl-2-cyclopropyl-2H-pyrazol-3-yl]-3-[4-(2-morpholin-4-yl-ethoxy)naphthalen-1-yl]-urea C(C)(C)(C)C=1C=C(N(N1)C1CC1)NC(=O)NC1=CC=C(C2=CC=CC=C12)OCCN1CCOCC1